CC1(O[C@@H]2[C@H](OC(=O)[C@@H]2O1)CO)C 2,3-O-isopropylidene-D-ribono-1,4-lactone